5-(6-(2-hydroxy-6-methyl-4-(trifluoromethyl)phenyl)-3-methyl-2H-pyrazolo[3,4-b]pyrazin-2-yl)-1-methylpiperidin-2-one OC1=C(C(=CC(=C1)C(F)(F)F)C)C=1C=NC=2C(N1)=NN(C2C)C2CCC(N(C2)C)=O